OC1N(C(C=C1CCC)=O)C(C(=O)N)CC 2-(2-hydroxy-5-oxo-3-propyl-2,5-dihydro-1H-pyrrol-1-yl)butanamide